BrC1=C(C#N)C=C(C=C1)C=C1CN(C1)CCCF 2-bromo-5-[[1-(3-fluoropropyl)azetidin-3-ylidene]methyl]benzonitrile